C1(C=CC=C1)[Cr+2] monocyclopentadienyl-chromium (III)